N2-methyl-N5-(7-morpholinobenzo[c][1,2,5]oxadiazol-4-yl)-1,3,4-thiadiazole-2,5-diamine CNC=1SC(=NN1)NC1=CC=C(C2=NON=C21)N2CCOCC2